CSSCC1=CC=C(C=C1)F methyl-[(4-fluorophenyl) methyl] disulfide